N-benzyl-2,4-dibromobutyramide C(C1=CC=CC=C1)NC(C(CCBr)Br)=O